2-(5-fluoro-1-oxo-spiro[3H-isoquinolin-4,1'-cyclopropan]-2-yl)acetic acid methyl ester COC(CN1C(C2=CC=CC(=C2C2(CC2)C1)F)=O)=O